CC1=CC(=C(C=C1)C1OC=CC1)[N+](=O)[O-] 2-(4-methyl-2-nitrophenyl)-2,3-dihydrofuran